propoxytitanium C(CC)O[Ti]